2-(4,4-dimethyl-1,4-azasilinan-1-yl)-N-(4-methyl-6-morpholinopyridin-2-yl)-4-nitrobenzamide C[Si]1(CCN(CC1)C1=C(C(=O)NC2=NC(=CC(=C2)C)N2CCOCC2)C=CC(=C1)[N+](=O)[O-])C